N-methyl-5-(4-((3-methyl-2-oxo-4-thioxo-1,2,3,4-tetrahydroquinazolin-7-yl)methyl)piperazin-1-yl)-6-(trifluoromethyl)picolinamide CNC(C1=NC(=C(C=C1)N1CCN(CC1)CC1=CC=C2C(N(C(NC2=C1)=O)C)=S)C(F)(F)F)=O